ClC1=CC=C(C=C1)/C=C/C(=O)C1=C(C=CS1)C (E)-5-(3-(4-chlorophenyl)acryloyl)-4-methylthiophene